(R)-4-cyclopropyl-5-((2-methyl-1,4-diazepan-1-yl)sulfonyl)isoquinolin-1-ol formate C(=O)OC1=NC=C(C2=C(C=CC=C12)S(=O)(=O)N1[C@@H](CNCCC1)C)C1CC1